NCCNCCN R-diethylenetriamine